5-chloro-N-(3-ethynyl-2,4-difluorophenyl)-2-(trifluoromethyl)benzenesulfonamide ClC=1C=CC(=C(C1)S(=O)(=O)NC1=C(C(=C(C=C1)F)C#C)F)C(F)(F)F